desaminoadenosine [C@@H]1([C@H](O)[C@H](O)[C@@H](CO)O1)N1C=NC2=CN=CN=C12